(S)-N-((1-aminoisoquinolin-7-yl)methyl)-7-((phenoxathiine-3-carbonyl)glycyl)-1,4-dioxa-7-azaspiro[4.4]nonane-8-carboxamide NC1=NC=CC2=CC=C(C=C12)CNC(=O)[C@H]1N(CC2(OCCO2)C1)C(CNC(=O)C=1C=CC=2SC3=CC=CC=C3OC2C1)=O